C(#C)C1=CC(=C(C=C1)C1=CC=CC=C1)C(F)(F)F 4-ethynyl-2-(trifluoromethyl)-1,1'-biphenyl